(3R)-4-[7-(6-methanesulfinyl-2-methylpyridin-3-yl)-1-methyl-3-(1H-pyrazol-3-yl)-1H-pyrazolo[4,3-b]pyridin-5-yl]-3-methylmorpholine CS(=O)C1=CC=C(C(=N1)C)C1=C2C(=NC(=C1)N1[C@@H](COCC1)C)C(=NN2C)C2=NNC=C2